(Z)-3,3'-dihydroxy-5-methoxystilbene OC=1C=C(C=C(C1)OC)\C=C/C1=CC(=CC=C1)O